ethyl 3-(difluoromethyl)-1H-pyrazole-5-carboxylate FC(C1=NNC(=C1)C(=O)OCC)F